tert-butyl 7-(2,6-dioxopiperidin-3-yl)-6-oxo-7,8-dihydro-2H,6H-spiro[furo[2,3-e]isoindole-3,4'-piperidine]-1'-carboxylate O=C1NC(CCC1N1C(C2=CC=C3C(=C2C1)OCC31CCN(CC1)C(=O)OC(C)(C)C)=O)=O